NC1=C(N)C=CC(=C1)C=1SC=CC1 2-amino-4-(2-thienyl)aniline